2-[2-(2-butoxy-ethoxy)-ethoxy]-ethylamine C(CCC)OCCOCCOCCN